5-Methyl-1-[6-[5-[(6-methylpyridazin-3-yl)amino]benzimidazol-1-yl]-3-[(1S)-1-hydroxyethyl]-2-pyridyl]pyrazole-3-carbonitrile CC1=CC(=NN1C1=NC(=CC=C1[C@H](C)O)N1C=NC2=C1C=CC(=C2)NC=2N=NC(=CC2)C)C#N